fluoro-2-formyl-4-methyl-5-[4-(1H-pyrazol-1-yl)benzyl]benzoic acid FC=1C(=C(C(=O)O)C=C(C1C)CC1=CC=C(C=C1)N1N=CC=C1)C=O